((6-fluoro-2-methyl-1,2,3,4-tetrahydroisoquinolin-7-yl)amino)-5-((3-(trifluoromethyl)phenyl)amino)-1,2,4-triazine-6-carboxamide FC=1C=C2CCN(CC2=CC1NC=1N=NC(=C(N1)NC1=CC(=CC=C1)C(F)(F)F)C(=O)N)C